ClC(C(=O)C1=CC=C(C=C1)F)CC chloro-1-(4-fluorophenyl)-1-butanone